Cl.N[C@H]1[C@@](CC1)(O)C |r| racemic-trans-2-amino-1-methylcyclobutan-1-ol hydrochloride